C(C)(C)(C)ONC(=O)C1=NC(=CC=C1O[C@H](C)C=1C=C(C=C2C(C(=C(OC12)C1=CC2=CN(N=C2C=C1)C)C)=O)C)Cl N-tert-Butoxy-6-chloro-3-[(1R)-1-[3,6-dimethyl-2-(2-methylindazol-5-yl)-4-oxo-chromen-8-yl]ethoxy]pyridine-2-carboxamide